P([O-])([O-])=O.P([O-])([O-])=O.[Cu+4] Copper Bisphosphonate